BrC=1C=C(C=C2C(N(C(=NC12)C1(CCOCC1)C)C)=O)C 8-bromo-3,6-dimethyl-2-(4-methyltetrahydropyran-4-yl)quinazolin-4-one